OS(=O)(=O)C(F)(F)F.CN1C=C(C2=CC=CC=C12)C(C1=CC=CC=C1)C1=C(C=CC=C1)P(C1=CC=CC=C1)C1=CC=CC=C1 ((1-methyl-1H-indol-3-yl)(phenyl)methyl)triphenylphosphine triflate